1-(6-(7,7-dimethyl-4-(((2S)-4-methyl-1-(5-methyl-1,2-oxazol-3-yl)-2-pentanyl)amino)-5,6,7,8-tetrahydro-2-quinazolinyl)-2,6-diazaspiro[3.4]octan-2-yl)-2-propen-1-one CC1(CCC=2C(=NC(=NC2C1)N1CC2(CN(C2)C(C=C)=O)CC1)N[C@H](CC1=NOC(=C1)C)CC(C)C)C